trans-2-hexadecenal C(\C=C\CCCCCCCCCCCCC)=O